(S)-1-(4-(2-hydroxy-4-(trifluoromethyl)phenyl)pyrido[3,4-d]pyridazin-1-yl)-3-methylpyrrolidin-3-ol OC1=C(C=CC(=C1)C(F)(F)F)C=1N=NC(=C2C1C=NC=C2)N2C[C@](CC2)(O)C